Cl.[2H]C(OC1CNC1)([2H])[2H] 3-trideuteriomethoxyazetidine hydrochloride